methyl (S)-6-((7-((1-((tert-butyldiphenylsilyl)oxy)hexan-3-yl)amino)-5-((methoxycarbonyl)amino)-1H-pyrazolo[4,3-d]pyrimidin-1-yl)methyl)-5-methoxypicolinate [Si](C1=CC=CC=C1)(C1=CC=CC=C1)(C(C)(C)C)OCC[C@H](CCC)NC=1C2=C(N=C(N1)NC(=O)OC)C=NN2CC2=C(C=CC(=N2)C(=O)OC)OC